ClC=1C=C(C(NC1)=O)[C@@H]1CN2[C@H](CO1)CN(CC2)C(=O)C=2C(=C(C=CC2)C=2C=C(NC2)C#N)Cl 4-[3-[(3R,9aS)-3-(5-chloro-2-oxo-1H-pyridin-3-yl)-3,4,6,7,9,9a-hexahydro-1H-pyrazino[2,1-c][1,4]oxazine-8-carbonyl]-2-chlorophenyl]-1H-pyrrole-2-carbonitrile